N-((2S,4R)-1-(4-aminopiperidin-1-ylsulfonyl)-2-methylpiperidin-4-yl)-5-ethyl-1,2-thiazole-3-carboxamide NC1CCN(CC1)S(=O)(=O)N1[C@H](C[C@@H](CC1)NC(=O)C1=NSC(=C1)CC)C